3-(1-Hydroxyethyl)-N-(2-methoxy-5-(3'-methyl-2'-oxo-2',3'-dihydrospiro[cyclopropane-1,1'-pyrrolo[2,3-c]quinolin]-8'-yl)pyridin-3-yl)benzenesulfonamide OC(C)C=1C=C(C=CC1)S(=O)(=O)NC=1C(=NC=C(C1)C1=CC=2C3=C(C=NC2C=C1)N(C(C31CC1)=O)C)OC